BrC=1C=CC(=NC1)N1C=NC(=C1)C 5-bromo-2-(4-methyl-1H-imidazol-1-yl)pyridine